N1(C=NC=C1)C=1C=C(CN(C=2OC=C(N2)CN2CCCCC2)CC2=CC(=CC=C2)OC)C=CC1 N-(3-(1H-imidazol-1-yl)benzyl)-N-(3-methoxybenzyl)-4-(piperidin-1-ylmethyl)oxazol-2-amine